C1(CCCC1)OC1=C(C=C(C=C1)S(=O)(=O)C)C=1C=C(C(N(C1)C)=O)C 5-(2-cyclopentyloxy-5-methylsulfonylphenyl)-1,3-dimethylpyridin-2-one